(S)-N-(6-(4-(1,1-dioxidotetrahydrothiophen-3-yl)-1H-imidazol-1-yl)-5-fluoropyridin-3-yl)-2-(2-fluoro-3-(trifluoromethyl)phenyl)acetamide O=S1(C[C@@H](CC1)C=1N=CN(C1)C1=C(C=C(C=N1)NC(CC1=C(C(=CC=C1)C(F)(F)F)F)=O)F)=O